OC[C@@H]1[C@H]([C@@H]([C@](C(O1)O)(O)C(F)(F)F)O)O (3R,4S,5S,6R)-6-(hydroxymethyl)-3-(trifluoromethyl)tetrahydro-2H-pyran-2,3,4,5-tetraol